(3S,7aS)-3-(((5-(trifluoromethyl)pyridazin-3-yl)oxy)methyl)tetrahydro-1H-pyrrolizin FC(C=1C=C(N=NC1)OC[C@@H]1CCC2=CCCN12)(F)F